OC1=CC=C2[C@@H]([C@@H]([C@@H](OC2=C1)C)C1=CC=CC=C1)C1=CC=C(OCCCCCN2CCN(CC2)C=2C=C3CN(C(C3=CC2)=O)C2C(NC(CC2)=O)=O)C=C1 3-(5-(4-(5-(4-((2S,3R,4S)-7-hydroxy-2-methyl-3-phenylchroman-4-yl)phenoxy)pentyl)piperazin-1-yl)-1-oxoisoindolin-2-yl)piperidine-2,6-dione